N1C(CCCC1)C(C1=CC=CC=C1)(C1=CC=CC=C1)O alpha-(2-piperidinyl)benzhydrol